diethyl-ammonium tetrakis(pentafluorophenyl)borate FC1=C(C(=C(C(=C1[B-](C1=C(C(=C(C(=C1F)F)F)F)F)(C1=C(C(=C(C(=C1F)F)F)F)F)C1=C(C(=C(C(=C1F)F)F)F)F)F)F)F)F.C(C)[NH2+]CC